CN(CCC1=C(NC2=CC=CC=C12)O)C dimethyl-2-hydroxytryptamine